C(CCCCCCCCCCCCCCCCC)OC[C@@H](O)COP(=O)([O-])OCC[N+](C)(C)C 1-stearyl-sn-glycero-3-phosphocholine